CC1=NC(=NC=C1C(C)N1N=CC(=C1)[N+](=O)[O-])N1C([C@@H]2C[C@@H]2C1)=O (1R,5S)-3-(4-methyl-5-(1-(4-nitro-1H-pyrazol-1-yl)ethyl)pyrimidin-2-yl)-3-azabicyclo[3.1.0]hexan-2-one